FC(OC1=CC=C(OC=2C(=CC(=NC2)C#N)OC)C=C1)F 5-(4-difluoromethoxy-phenoxy)-4-methoxy-pyridine-2-carbonitrile